The molecule is a cholestanoid that is 5beta-cholestan-26-al substituted by hydroxy groups at positions 3, 7 and 12 respectively. It has a role as a human metabolite. It is a 3alpha-hydroxy steroid, a 7alpha-hydroxy steroid, a 12alpha-hydroxy steroid, a 26-oxo steroid, a cholestanoid and a steroid aldehyde. It derives from a hydride of a 5beta-cholestane. C[C@H](CCCC(C)C=O)[C@H]1CC[C@@H]2[C@@]1([C@H](C[C@H]3[C@H]2[C@@H](C[C@H]4[C@@]3(CC[C@H](C4)O)C)O)O)C